C(C)C=1C(NC=2C=C(C=NC2C1)CN1C2(CC2)CN(CC1)C=1C=CC(=NC1)C(=O)NC)=O 5-(4-((7-ethyl-6-oxo-5,6-dihydro-1,5-naphthyridin-3-yl)methyl)-4,7-diazaspiro[2.5]octan-7-yl)-N-methylpyridinamide